CN(C1=CC=C(C=N1)C=1OC(=C(N1)N1C=CC=2C=CC=NC2C1=O)C1=CC=C(C=C1)C(F)(F)F)C 7-(2-(6-(dimethylamino)pyridin-3-yl)-5-(4-(trifluoromethyl)phenyl)oxazol-4-yl)-1,7-naphthyridin-8(7H)-one